N-((2R,3S)-1-(3-methoxypyridin-2-yl)-2-((((CIS)-4-phenylcyclohexyl)oxy)methyl)pyrrolidin-3-yl)methanesulfonamide COC=1C(=NC=CC1)N1[C@H]([C@H](CC1)NS(=O)(=O)C)CO[C@@H]1CC[C@@H](CC1)C1=CC=CC=C1